(2-bromo-6-(prop-1-en-2-yl)pyridin-4-yl)(tert-butoxycarbonyl)carbamic acid tert-butyl ester C(C)(C)(C)OC(N(C(=O)OC(C)(C)C)C1=CC(=NC(=C1)C(=C)C)Br)=O